tri(secbutyl)phosphine selenide C(C)(CC)P(C(C)CC)(C(C)CC)=[Se]